3-(3,4-difluoro-2-methoxyphenoxy)-5,6-dimethyl-N-(3-(S-methylsulfonyl)phenyl)pyridazine-4-carboxamide FC=1C(=C(OC=2N=NC(=C(C2C(=O)NC2=CC(=CC=C2)S(=O)(=O)C)C)C)C=CC1F)OC